FC(C=1C=C(COC2CNC2)C=CC1)(F)F 3-((3-(trifluoromethyl)benzyl)oxy)azetidine